3,3'-dodecamethylenebis(5-amino-1H-1,2,4-triazole) NC1=NC(=NN1)CCCCCCCCCCCCC1=NNC(=N1)N